8-[(1-tert-Butoxycarbonyl-4-cyano-piperidin-4-ylmethyl)-amino]-3-methyl-6-pyridin-4-yl-imidazo[1,2-a]pyrazine-2-carboxylic acid ethyl ester C(C)OC(=O)C=1N=C2N(C=C(N=C2NCC2(CCN(CC2)C(=O)OC(C)(C)C)C#N)C2=CC=NC=C2)C1C